C(C)(C)(C)NC[C@H](O)C1=C(C=CC=C1)F (R)-2-(tert-butylamino)-1-(o-fluorophenyl)-1-ethanol